OCCCNN (3-hydroxy)-propyl-hydrazine